diphenyl p-tert-butylphenyl phosphate P(=O)(OC1=CC=CC=C1)(OC1=CC=CC=C1)OC1=CC=C(C=C1)C(C)(C)C